C(C)(C)(C)C=1C=C(C2=C(C(C(O2)=O)C2=CC=C(C=C2)OCC)C1)C(C)(C)C 5,7-di-tert-butyl-3-(4-eth-oxy-phenyl)benzofuran-2-one